ClC1=CC=C(C=C1)C1(CO1)C(C)C=C 2-(4-chlorophenyl)-2-(but-3-en-2-yl)-ethylene oxide